O=C1C=2N(CCN1)N=C1C2CN(CC1)C(=O)O 10-oxo-3,4,7,8,9,10-hexahydropyrido[4',3':3,4]Pyrazolo[1,5-a]Pyrazine-2(1H)-carboxylic acid